3-((2-amino-3-methoxypyridin-4-yl)methoxy)-5-bromopyrazin-2-amine NC1=NC=CC(=C1OC)COC=1C(=NC=C(N1)Br)N